O=C1N(CC2=C3C(=CC=C12)C1(CCN(CC1)CC=1C=C2N=CC=NC2=CC1)CO3)C3C(NC(CC3)=O)=O 3-(6-oxo-1'-(quinoxalin-6-ylmethyl)-6,8-dihydro-2H,7H-spiro[furo[2,3-e]isoindole-3,4'-piperidin]-7-yl)piperidine-2,6-dione